di-(tert-butyl)-2,2'-bipyridine C(C)(C)(C)C1=C(C(=NC=C1)C1=NC=CC=C1)C(C)(C)C